(3S)-N-[(7S)-3-[3-(4-Pyridin-2-ylphenyl)-1H-pyrrolo[2,3-b]pyridin-5-yl]-6,7,8,9-tetrahydro-5H-benzo[7]annulen-7-yl]oxan-3-amine N1=C(C=CC=C1)C1=CC=C(C=C1)C1=CNC2=NC=C(C=C21)C2=CC1=C(CC[C@@H](CC1)N[C@@H]1COCCC1)C=C2